S1C(=NC2=C1C=CC=C2)NC(=O)C=2C=CC=C1CCN(CC21)C2=CC=C(C(=N2)C(=O)OC(C)(C)C)C=2C(=C(OCCC1CC3(CN(C3)CC(=O)O)C1)C=CC2)C 2-(6-(2-(3-(6-(8-(benzo[d]thiazol-2-ylcarbamoyl)-3,4-dihydroisoquinolin-2(1H)-yl)-2-(tert-butoxycarbonyl)pyridin-3-yl)-2-methylphenoxy)ethyl)-2-azaspiro[3.3]heptan-2-yl)acetic acid